C(#N)C[C@@H](C(=O)N[C@@H](C(C)(C)O)C1=CC=C(C=C1)OCC(CCC)C)C1=CC=CC=C1 (2R)-3-cyano-N-((1R)-2-hydroxy-2-methyl-1-(4-((2-methylpentyl)oxy)phenyl)propyl)-2-phenylpropanamide